4-[(3S)-3-amino-3-methylpyrrolidin-1-yl]-N-cyclopropyl-5-(3,5-difluorophenyl)pyridine-3-carboxamide N[C@@]1(CN(CC1)C1=C(C=NC=C1C1=CC(=CC(=C1)F)F)C(=O)NC1CC1)C